BrC1=C(OC[Si](C2CCCC2)(C2CCCC2)COC2=C(C=C(C=C2)F)Br)C=CC(=C1)F Bis((2-bromo-4-fluorophenoxy)methyl)dicyclopentylsilane